FC1=C(C(=CC=C1)F)C1=NC=CC(=C1C(=O)N)NC1=NC=C(C=C1)N1CCOCC1 (2,6-difluorophenyl)-4-(5-morpholinopyridin-2-yl)aminopyridine-3-carboxamide